5-chloro-2-fluoro-nitrobenzene C1=CC(=C(C=C1Cl)[N+](=O)[O-])F